tert-butyl (2S,6R)-4-(3-((tert-butoxycarbonyl)amino)-2-chloro-5-cyanophenyl)-2,6-dimethylpiperazine-1-carboxylate C(C)(C)(C)OC(=O)NC=1C(=C(C=C(C1)C#N)N1C[C@@H](N([C@@H](C1)C)C(=O)OC(C)(C)C)C)Cl